ethyl 1-[(1S)-1-(1,3-thiazol-5-yl) ethyl]-1H-imidazole-4-carboxylate S1C=NC=C1[C@H](C)N1C=NC(=C1)C(=O)OCC